5,7-dimethoxy-2-phenyl-1H-benzo[d]imidazole COC1=CC2=C(NC(=N2)C2=CC=CC=C2)C(=C1)OC